ClC=1C=CC(=C(C1)C1=NNC=C1C=1N=C2C=C(C=NC2=CC1)N1CC(C1)N)F 1-[6-[3-(5-chloro-2-fluoro-phenyl)-1H-pyrazol-4-yl]-1,5-naphthyridin-3-yl]azetidin-3-amine